IC=1C=C2C(=CC=NC2=CC1)NC1=CC(=CC(=C1)C=1C=NN(C1)C1COC1)OC 6-Iodo-N-(3-methoxy-5-(1-(oxetan-3-yl)-1H-pyrazol-4-yl)phenyl)quinolin-4-amine